C(C)(C)(C)OC(=O)N1CC2(C1)CC(C2)C(NC2=C(C=CC=C2)C)=O.C[Si](CCCCCC[Si](C2=CC=CC=C2)(N2CCN(CC2)C)N2CCN(CC2)C)(OCC)OCC 1-methyldiethoxysilyl-6-bis(4-methylpiperazin-1-yl)phenylsilyl-hexane Tert-butyl-6-(o-tolylcarbamoyl)-2-azaspiro[3.3]heptane-2-carboxylate